COC1=CC=C(C=C1)CN(C=1C=C(C(=C(C1)C(CC(CC(=O)OC)=O)O)C(F)(F)F)C)CC1=CC=C(C=C1)OC methyl 5-[5-[bis[(4-methoxyphenyl)methyl]amino]-3-methyl-2-(trifluoromethyl) phenyl]-5-hydroxy-3-oxo-pentanoate